2-thia-6-azaspiro[3.3]heptane oxalate C(C(=O)O)(=O)O.C1SCC12CNC2